O1CCN(CC1)C=1C2=C(N=CN1)NC(=C2)C2=CC=C(C=C2)N2C(NC1(C2=O)CNCC1)=O 3-(4-(4-morpholino-7H-pyrrolo[2,3-d]pyrimidin-6-yl)phenyl)-1,3,7-triazaspiro[4.4]nonane-2,4-dione